4-(4-((1R,5S)-3,8-diazabicyclo[3.2.1]octan-3-yl)-2-((2-fluorotetrahydro-1H-pyrrolizin-7a(5H)-yl)methoxy)-5,8-dihydropyrido[3,4-d]pyrimidin-7(6H)-yl)-5-ethylnaphthalen-2-ol [C@H]12CN(C[C@H](CC1)N2)C=2C1=C(N=C(N2)OCC23CCCN3CC(C2)F)CN(CC1)C1=CC(=CC2=CC=CC(=C12)CC)O